6-bromo-1,3-dimethyl-pyrazolo[4,3-b]pyridine BrC=1C=C2C(=NC1)C(=NN2C)C